CC=1SC2=C(N1)C=C(C=C2)C2=NCCOC2 5-(2-methylbenzo[d]thiazol-5-yl)-3,6-dihydro-2H-1,4-oxazine